OC(C(COP(=O)(O)O)=O)C(C)=O.ClCCC(=O)N1C2=C(CCC3=C1C=CC=C3)C=CC(=C2)Cl 3-chloro-1-(3-chloro-10,11-dihydro-5H-dibenzo[b,f]azepin-5-yl)propan-1-one 3-hydroxy-2,4-dioxopentyl-phosphate